C1(=CC=CC=C1)N1C2=CC=CC=C2C=2C=C(C=CC12)C1=C(C=CC=C1)C1=CC(=CC=2CC3=CC=CC=C3C12)N 4-(9-phenyl-9H-carbazole-3-ylphenyl)-9H-fluorene-2-amine